2-[5-(4-amino-4-phenylpiperidin-1-yl)pyridazin-3-yl]phenol hydrochloride Cl.NC1(CCN(CC1)C=1C=C(N=NC1)C1=C(C=CC=C1)O)C1=CC=CC=C1